[Cl-].[Cl-].ClC=1C=C(C2=CC=CC=C2C1)C(=[Zr+2](C1(C(C(C(C2(C3C(=C4C=5C=CC=CC5CC4=C21)C=CCC3)C)(C)C)(C)C)(C)C)C)C3C=CC=C3)C3=CC(=CC2=CC=CC=C32)Cl di-(3-chloronaphthyl)methylene(cyclopentadienyl)(octamethyloctahydrodibenzofluorenyl)zirconium dichloride